(Z)-2-(tert-butoxycarbonylamino)-5-fluoro-4,4-dimethylpent-2-enoic acid tert-butyl ester C(C)(C)(C)OC(/C(=C/C(CF)(C)C)/NC(=O)OC(C)(C)C)=O